BrC=1C(=C(OC2=C(C=NN2C)C(=O)O)C=CC1)F 5-(3-bromo-2-fluorophenoxy)-1-methyl-1H-pyrazole-4-carboxylic acid